ClC=1C(=NC=CC1C=1C=CC=2C(=NC=C(N2)N2CCC(CC2)(N)C)N1)N1CCCC1 1-(6-(3-Chloro-2-(pyrrolidin-1-yl)pyridin-4-yl)pyrido[2,3-b]pyrazin-2-yl)-4-methylpiperidin-4-amine